ClC1=C(O[C@H](C)C2=CC=C(O2)C(=O)N2CCN(CC2)CC2=NC3=C(N2C[C@H]2OCC2)C=C(C=C3)C(=O)O)C=CC(=C1)Cl |o1:4| 2-[(4-{5-[(1R*)-1-(2,4-dichlorophenoxy)ethyl]furan-2-carbonyl}piperazin-1-yl)methyl]-1-{[(2S)-oxetan-2-yl]methyl}-1H-1,3-benzodiazole-6-carboxylic acid